BrC=1C=C(C(=O)OC)C=C(C1NC(CC1=C(C=C(C(=C1)F)C1=NC(=CC=C1)OCC1=C(C=C(C=C1)C#N)F)F)=O)NC1COCC1(C)C methyl 3-bromo-4-[[2-[4-[6-[(4-cyano-2-fluoro-phenyl)methoxy]-2-pyridyl]-2,5-difluoro-phenyl]acetyl]amino]-5-[(4,4-dimethyltetrahydrofuran-3-yl)amino]benzoate